N1(CCC1)C1=NC=C(C(=N1)NC1=NN(C2=CC(=CC=C12)[C@@H]1C[C@@]12C(N(C1=CC=C(C=C21)OC)C(=O)OC(C)(C)C)=O)C(=O)OC(C)(C)C)OC Tert-butyl (1R,2S)-2-(3-{[2-(azetidin-1-yl)-5-methoxypyrimidin-4-yl]amino}-1-(tert-butoxycarbonyl)indazol-6-yl)-5'-methoxy-2'-oxospiro[cyclopropane-1,3'-indole]-1'-carboxylate